N-Tetradecyl-N,N-Dimethyl-3-Ammonio-1-Propanesulfonate C(CCCCCCCCCCCCC)[N+](CCCS(=O)(=O)[O-])(C)C